tert-butyl 4-(2-methoxynaphthalen-1-yl)piperidine-1-carboxylate COC1=C(C2=CC=CC=C2C=C1)C1CCN(CC1)C(=O)OC(C)(C)C